4-amino-7-cyclopropyl-1-[(8S)-4-oxaspiro[2.5]oct-8-yl]pyrido[2,3-d]pyrimidin-2-one NC=1C2=C(N(C(N1)=O)[C@H]1CCCOC13CC3)N=C(C=C2)C2CC2